N1=CN=CC(=C1)C=1C=CC=C(C1)O 5-(pyrimidin-5-yl)phenol